2-(7-Bromoquinoxalin-2-yl)-7-oxa-2-azaspiro[3.5]nonane BrC1=CC=C2N=CC(=NC2=C1)N1CC2(C1)CCOCC2